4-methyl-6-(4-(((6R)-2-methyl-6-(4-methyl-1-oxo-1,3-dihydroisobenzofuran-5-yl)morpholino)methyl)-1H-pyrazol-1-yl)nicotinonitrile CC1=CC(=NC=C1C#N)N1N=CC(=C1)CN1CC(O[C@@H](C1)C=1C(=C2COC(C2=CC1)=O)C)C